3-(4,5-dimethylthiazol-2-yl)-2,5-diphenyltetrazole ammonium bromide [Br-].[NH4+].CC=1N=C(SC1C)N1N(NC(=N1)C1=CC=CC=C1)C1=CC=CC=C1